COC(C1=CN=C(C=C1C(F)F)OC)=O 4-(difluoromethyl)-6-methoxynicotinic acid methyl ester